COC1=CC(=NC=C1C#CC1=C(C=CC=C1)NS(=O)(=O)C=1C(=CC=C2C=CC=NC12)C)C(=O)O 4-methoxy-5-{2-[2-(7-methylquinoline-8-sulfonamido)phenyl]ethynyl}pyridine-2-carboxylic acid